C(#N)N1C[C@@H](CC1)NC(C1=CC(=C(C=C1)C=1C(=NN(C1)C)C)F)=O (R)-N-(1-cyanopyrrolidin-3-yl)-4-(1,3-dimethyl-1H-pyrazol-4-yl)-3-fluorobenzamide